OC1CN(C1)C(CC)=O 1-(3-hydroxy-azetidin-1-yl)-propan-1-one